(S)-tert-butyl 6-(2-((Ethyl(Isopropyl)amino)methyl)benzo[d]thiazol-5-yl)-3-methyl-3,4-dihydropyridine-1(2H)-carboxylate C(C)N(C(C)C)CC=1SC2=C(N1)C=C(C=C2)C2=CC[C@@H](CN2C(=O)OC(C)(C)C)C